N-(6-(4-((4-(2-(2,6-dioxopiperidin-3-yl)-1,3-dioxoisoindolin-5-yl)piperazin-1-yl)methyl)piperidin-1-yl)pyridin-3-yl)-3-methylpiperazine-1-carboxamide O=C1NC(CCC1N1C(C2=CC=C(C=C2C1=O)N1CCN(CC1)CC1CCN(CC1)C1=CC=C(C=N1)NC(=O)N1CC(NCC1)C)=O)=O